CC1=NC(=CC(=N1)NC(=O)C=1C=2C[C@@H]3[C@H](C2N(N1)C1=C(C=C(C=C1)F)F)C3)C (1aR,5aR)-2-(2,4-Difluoro-phenyl)-1a,2,5,5a-tetrahydro-1H-2,3-diaza-cyclopropa[a]pentalene-4-carboxylic acid (2,6-dimethyl-pyrimidin-4-yl)-amide